tert-Butyl (3R)-3-[[[(4S)-3,4-dihydro-2H-pyrano[3,2-b]pyridin-4-yl]-methyl-amino]methyl]-5-(3-oxomorpholin-4-yl)-3,4-dihydro-1H-isoquinoline-2-carboxylate O1CC[C@@H](C2=NC=CC=C21)N(C)C[C@@H]2N(CC1=CC=CC(=C1C2)N2C(COCC2)=O)C(=O)OC(C)(C)C